piperidin-3-one hydrochloride salt Cl.N1CC(CCC1)=O